ClC1=C(C=C(C=C1)NC(=O)N1C2CC(CC1(C2)C(CC)OC)C)N2N=CC=N2 cis-N-(4-chloro-3-(2H-1,2,3-triazol-2-yl)phenyl)-1-(1-methoxypropyl)-3-methyl-6-azabicyclo[3.1.1]heptane-6-carboxamide